methyl 1,2,3,4-tetrahydroisoquinoline-3-carboxylate C1NC(CC2=CC=CC=C12)C(=O)OC